tricobalt boride [B].[Co].[Co].[Co]